N1CCC(CC1)C=O piperidine-4-aldehyde